(2-((5-Chloro-2-(isoindolin-5-ylamino)pyrimidin-4-yl)amino)phenyl)dimethyl-phosphine oxide ClC=1C(=NC(=NC1)NC=1C=C2CNCC2=CC1)NC1=C(C=CC=C1)P(C)(C)=O